((2R,5s)-5-{2-[(1R)-1-hydroxyethyl]-1H-imidazo[4,5-d]thieno[3,2-b]pyridin-1-yl}tetrahydro-2H-pyran-2-yl)acetonitrile monohydrate O.O[C@H](C)C1=NC=2C(=C3C(=NC2)C=CS3)N1[C@H]1CC[C@@H](OC1)CC#N